BrC=1C=CC(=C(C1)NS(=O)(=O)C1=CC=C(C=C1)[N+](=O)[O-])F N-(5-bromo-2-fluorophenyl)-4-nitrobenzene-1-sulfonamide